FC(C1(OCC(O1)C(=O)[O-])C(F)(F)F)(F)F.[Na+] sodium 2,2-bis(trifluoromethyl)-1,3-dioxolane-4-carboxylate